BrC1=NC=C(C(=C1CBr)CCl)F 2-bromo-3-(bromomethyl)-4-(chloromethyl)-5-fluoropyridine